NC=1N(N=C2CN(CCC21)S(=O)(=O)C(C)(C)C)C(=O)C2CCNC1=CC=C(C=C21)F (3-amino-6-(tert-butylsulfonyl)-4,5,6,7-tetrahydropyrazolo[3,4-c]pyridin-2-yl)(6-fluoro-1,2,3,4-tetrahydroquinolin-4-yl)methanone